COC1=CC2=C(C=3N(C(O2)C2=CC=CC=C2)C=C(C(C3)=O)C(=O)OCC)C=3CCOC31 Ethyl 4-methoxy-11-oxo-7-phenyl-1,2,7,11-tetrahydrobenzofuro[4,5-e]pyrido[1,2-c][1,3]oxazine-10-carboxylate